methyl 2-(2,4,6-trimethylphenyl)acetate CC1=C(C(=CC(=C1)C)C)CC(=O)OC